2-propylthiopentanoate C(CC)C(C(=S)[O-])CCC